Tert-Butyl (S)-3-((7-((tert-butoxycarbonyl)(3-cyano-5-fluorophenyl)amino)-3-cyclobutylpyrazolo[1,5-a]pyrimidin-5-yl)oxymethyl)piperidine-1-carboxylate C(C)(C)(C)OC(=O)N(C1=CC(=NC=2N1N=CC2C2CCC2)OC[C@@H]2CN(CCC2)C(=O)OC(C)(C)C)C2=CC(=CC(=C2)F)C#N